7-[3-Butyl-5-(diaminomethylidene)-2,4,6-trioxo-1,3-diazinan-1-yl]-2-methylspiro[3.5]nonane-2-carboxamide C(CCC)N1C(N(C(C(C1=O)=C(N)N)=O)C1CCC2(CC(C2)(C(=O)N)C)CC1)=O